ClC1=C(C=CC(=C1)OC1=CC(=C(C=C1)NC(=O)NC(C1=C(C=CC=C1F)F)=O)F)C(F)(F)F 1-[4-(2-chloro-α,α,α-trifluoro-p-tolyloxy)-2-fluorophenyl]-3-(2,6-difluorobenzoyl)urea